C(C=C)(=O)[O-].C(CCCCC)[Sn+](CCCCCC)CCCCCC trihexyl-tin acrylate